methyl 2-methyl-5-pyrazolo[1,5-a]pyridin-5-yl-furan-3-carboxylate CC=1OC(=CC1C(=O)OC)C1=CC=2N(C=C1)N=CC2